NC=1C(=NC=C(C1)C#N)N[C@@H]1C[C@@H](CCC1)NC(OC(C)(C)C)=O tert-Butyl ((1R,3S)-3-((3-amino-5-cyanopyridin-2-yl)amino)cyclohexyl)carbamate